N-(5-fluoropyridin-3-yl)-3-(pyrazolo[1,5-a]pyridin-5-yl)-1H-pyrrolo[2,3-b]pyridine-5-carboxamide FC=1C=C(C=NC1)NC(=O)C=1C=C2C(=NC1)NC=C2C2=CC=1N(C=C2)N=CC1